C(C1=CC=CC=C1)OC=1C=CC2=C(C(=C(O2)C)C(=O)N[C@H]2C(NCCC2)=O)C1 (R)-5-(benzyloxy)-2-methyl-N-(2-oxopiperidin-3-yl)benzofuran-3-carboxamide